BrC=1C=CC(=C(C1)CC(=O)NC1=CC(=C(C=C1)OC1=CC(=CC=C1)Cl)S(N)(=O)=O)Cl 2-(5-bromo-2-chlorophenyl)-N-[4-(3-chlorophenoxy)-3-sulfamoylphenyl]acetamide